COC1=C(C=CC(=C1)C(F)(F)F)C=1C=2N(C(NN1)=O)C=CN2 8-(2-methoxy-4-(trifluoromethyl)phenyl)imidazo[1,2-d][1,2,4]triazin-5(6H)-one